C(C)(C)(C)[S@@](=O)N[C@@H]1CCN2N=C(C(=C21)C=2C(=CC=C1C(=C(N(C21)C)C(=O)OC)CCC(=O)OC)Cl)C Methyl 7-((R)-4-(((R)-tert-butylsulfinyl)amino)-2-methyl-5,6-dihydro-4H-pyrrolo[1,2-b]pyrazol-3-yl)-6-chloro-3-(3-methoxy-3-oxopropyl)-1-methyl-1H-indole-2-carboxylate